[C].[C] carbon monocarbon